trimethyl-ethanaminium CC(C[NH3+])(C)C